N-[1-[[(2-Chloroacetyl)-[3-(methylamino)-3-oxo-propyl]amino]carbamoyl]-3-methyl-butyl]-N-methyl-1H-indole-2-carboxamide ClCC(=O)N(CCC(=O)NC)NC(=O)C(CC(C)C)N(C(=O)C=1NC2=CC=CC=C2C1)C